ClC1=C(C=CC2=C1C(=NC(C=1N2N=C(N1)NC(OCCCl)=O)C)C1=C(C=CC=C1F)F)C(F)(F)F 2-chloroethyl N-[7-chloro-6-(2,6-difluorophenyl)-4-methyl-8-(trifluoromethyl)-4H-[1,2,4]triazolo[1,5-a][1,4]benzodiazepin-2-yl]carbamate